OCCN1C(C=2C=C3C(=NC2C=C1)C=CN(C3=O)C3=CC(=CC=C3)OC)=O 2-(2-hydroxyethyl)-8-(3-methoxyphenyl)pyrido[4,3-b]-1,6-naphthyridine-1,9(2H,8H)-dione